2,5'-bi-1H-benzimidazole N1C(=NC2=C1C=CC=C2)C2=CC1=C(NC=N1)C=C2